2-(isothiazol-4-ylamino)-5-methyl-thiazole-4-carboxylic acid methyl ester COC(=O)C=1N=C(SC1C)NC=1C=NSC1